1-(3,4-dichlorophenyl)-3-(2-(4-ethylpiperazin-1-yl)-5-(4-(4-((6-(trifluoromethyl)-pyridazin-3-yl)oxy)phenyl)piperidine-1-carbonyl)phenyl)urea ClC=1C=C(C=CC1Cl)NC(=O)NC1=C(C=CC(=C1)C(=O)N1CCC(CC1)C1=CC=C(C=C1)OC=1N=NC(=CC1)C(F)(F)F)N1CCN(CC1)CC